C(C1=CC=CC=C1)N1N=C(N=C1)C(=O)N[C@@H]1C(N(C=2N(CC1)N=C(C2)CCN2CC(C2)OC)C)=O 1-Benzyl-N-[(6S)-2-[2-(3-methoxyazetidin-1-yl)ethyl]-4-methyl-5-oxo-7,8-dihydro-6H-pyrazolo[1,5-a][1,3]diazepin-6-yl]-1,2,4-triazol-3-carboxamid